O=C1NC(CCC1N1CC2=CC=C(C=C2C1=O)CNC(OCC1=CC=C(C=C1)OC)=O)=O (4-methoxyphenyl)methyl N-{[2-(2,6-dioxopiperidin-3-yl)-3-oxo-2,3-dihydro-1H-isoindol-5-yl]methyl}carbamate